C(C)(C)(C)C1CC2=C(C(=C(S2)NC(C2=C(C=CC=C2)F)=O)C(=O)N2CCN(CC2)C)CC1 N-{6-tert-butyl-3-[(4-methyl-1-piperazinyl)carbonyl]-4,5,6,7-tetrahydro-1-benzothien-2-yl}-2-fluorobenzamide